NC1=C2CN(C(C2=CC=C1)=O)C(C(=O)O)CCC(N)=O 2-(4-amino-1-oxo-1,3-dihydro-isoindol-2-yl)-4-carbamoyl-butyric acid